ClC=1C=NC(=NC1)N1CCC2(CCC2CCO)CC1 2-(7-(5-chloropyrimidin-2-yl)-7-azaspiro[3.5]nonan-1-yl)ethan-1-ol